2,2',2''-(10-((2S,3S,4S)-1-(((9H-fluoren-9-yl)methoxy)carbonyl)-4-acetoxy-2-carboxypyrrolidin-3-yl)-1,4,7,10-tetraazacyclododecane-1,4,7-triyl)triacetic acid C1=CC=CC=2C3=CC=CC=C3C(C12)COC(=O)N1[C@@H]([C@@H]([C@H](C1)OC(C)=O)N1CCN(CCN(CCN(CC1)CC(=O)O)CC(=O)O)CC(=O)O)C(=O)O